6-(2,4-Difluorophenyl)-4-vinylisoindolin-1-one FC1=C(C=CC(=C1)F)C1=CC(=C2CNC(C2=C1)=O)C=C